ClC=1C(=NC(=NC1)N1CCC(CC1)C1=CC=C2C(=NN(C2=C1)C)C1C(NC(CC1)=O)=O)NC=1C=C2CC(NC2=CC1)=O 3-[6-[1-[5-chloro-4-[(2-oxoindolin-5-yl)amino]pyrimidin-2-yl]-4-piperidinyl]-1-methyl-indazol-3-yl]piperidine-2,6-dione